N(=[N+]=[N-])C(C)(C)C1=CN=C(C2=CN=C(C=C12)Cl)OC1CN(C1)C(=O)OC(C)(C)C tert-Butyl 3-((4-(2-azidopropan-2-yl)-6-chloro-2,7-naphthyridin-1-yl)oxy)azetidine-1-carboxylate